BrC1=C2C=C(NC2=C(C(=C1)C1=CCCN(C1)C(C)=O)F)C(=O)N1CCN(CC1)C1=NC=CC=C1OC 1-(5-(4-bromo-7-fluoro-2-(4-(3-methoxypyridin-2-yl)piperazine-1-carbonyl)-1H-indol-6-yl)-3,6-dihydropyridin-1(2H)-yl)ethan-1-one